N'1,N'3,N'5-tris((E)-4-(diphenylamino)benzylidene)benzene-1,3,5-tricarbohydrazide C1(=CC=CC=C1)N(C1=CC=C(\C=N\NC(=O)C2=CC(=CC(=C2)C(=O)N/N=C/C2=CC=C(C=C2)N(C2=CC=CC=C2)C2=CC=CC=C2)C(=O)N/N=C/C2=CC=C(C=C2)N(C2=CC=CC=C2)C2=CC=CC=C2)C=C1)C1=CC=CC=C1